ClCC(=O)C1=CNC2=CC=C(C=C12)F 2-chloro-1-(5-fluoro-1H-indol-3-yl)ethane-1-one